perfluoro-1-hexanesulfonate potassium [K+].FC(C(C(C(C(C(F)(F)F)(F)F)(F)F)(F)F)(F)F)(S(=O)(=O)[O-])F